O.O.[Sn](Cl)Cl Stannous Chloride, Dihydrate